4-(but-3-yn-1-yl)-2H-pyrido[3,2-b][1,4]oxazine-3(4H)-one C(CC#C)N1C2=C(OCC1=O)C=CC=N2